C(C)C=1C=C(CC=2C=C(C=C(C2O)C)CC2=CC(=C(C(=C2)C)O)CC2=CC(=C(C(=C2)CC)O)CC)C=C(C1O)CC bis[3-(3,5-diethyl-4-hydroxybenzyl)-4-hydroxy-5-methylphenyl]methane